CSSC=CC 1-(methyldisulfanyl)prop-1-ene